4-[[(5-fluoro-2-meth-oxy-benzoyl)amino]methyl]benzoyl chloride FC=1C=CC(=C(C(=O)NCC2=CC=C(C(=O)Cl)C=C2)C1)OC